tri(dimethylphenyl)-phosphine CC=1C(=C(C=CC1)P(C1=C(C(=CC=C1)C)C)C1=C(C(=CC=C1)C)C)C